ClCCCCCCCCC[Si](OC)(OC)OC (9-chlorononyl)trimethoxysilane